beta-hydroxy-beta-alanine OC(N)CC(=O)O